N1(CCNCCNCCNCC1)C1CCCCCCCCCCC1 1,4,7,10-tetraazabicyclododecane